N1=NN=C(C=C1)S triazinyl hydrogen sulfide